ClC1=C(C=C(C(=C1)Cl)OC)NC1=C(C=NC2=CC(=C(C=C12)OCC)OCCCN1CCN(CC1)C)C#N 4-[(2,4-dichloro-5-methoxyphenyl)amino]-6-ethoxy-7-[3-(4-methylpiperazin-1-yl)propoxy]quinoline-3-carbonitrile